4-(Bis(4-fluorophenyl)methylene)-1-(2-(1-((4-fluorophenyl)sulfonyl)-1H-1,2,3-triazol-4-yl)ethyl)-piperidine FC1=CC=C(C=C1)C(=C1CCN(CC1)CCC=1N=NN(C1)S(=O)(=O)C1=CC=C(C=C1)F)C1=CC=C(C=C1)F